tert-butyl (tert-butoxycarbonyl)(3-chloro-5-(6-(difluoromethyl)picolinamido)-4-ethoxypyridin-2-yl)carbamate C(C)(C)(C)OC(=O)N(C(OC(C)(C)C)=O)C1=NC=C(C(=C1Cl)OCC)NC(C1=NC(=CC=C1)C(F)F)=O